4-((2-oxopyrrolidin-3-yl)methyl)-1H-1,2,3-triazol O=C1NCCC1CC=1N=NNC1